(3R,4S,5R,6R)-3,4,5-tris(benzyloxy)-6-methyltetrahydro-2H-pyran-2-one C(C1=CC=CC=C1)O[C@H]1C(O[C@@H]([C@H]([C@@H]1OCC1=CC=CC=C1)OCC1=CC=CC=C1)C)=O